CC(CC(=O)NC1=CC(=C(C(=C1)OC)OC)OC)CCC1=CC=CC=C1 3-methyl-5-phenyl-N-(3,4,5-trimethoxyphenyl)pentanamide